triacontyl chloroacetate ClCC(=O)OCCCCCCCCCCCCCCCCCCCCCCCCCCCCCC